[7-(3-fluoro-5-methansulfonylamino-phenyl)-4-methoxy-thiazolo[4,5-c]pyridin-2-yl]-amid FC=1C=C(C=C(C1)NS(=O)(=O)C)C=1C2=C(C(=NC1)OC)N=C(S2)[NH-]